[N+](=O)([O-])C1=C(CC2(CCN(CC2)C(=O)OC(C)(C)C)C(=O)OCC)C=CC=C1 1-(tert-butyl) 4-ethyl 4-(2-nitrobenzyl)piperidine-1,4-dicarboxylate